BrC=1C=C2C(N(C(N(C2=CC1F)CC1CC1)=O)CC1=CC=C(C=C1)OC)=O 6-bromo-1-(cyclopropylmethyl)-7-fluoro-3-(4-methoxybenzyl)quinazoline-2,4(1H,3H)-dione